[SiH4].[C].[Be] beryllium carbon silane